8-hydroxy-7-(methoxy-d)isochroman-3-one OC=1C(=CC=C2CC(OCC12)=O)OC[2H]